C(C)(C)(C)OC(=O)N1CC(C(CC1)(CN1C(C=C(C(=C1)C(N(C)C(C)C)=O)C1=CC=CC=C1)=O)O)(C)C 4-hydroxy-4-((5-(isopropyl-(methyl)carbamoyl)-2-oxo-4-phenylpyridin-1(2H)-yl)methyl)-3,3-dimethylpiperidine-1-carboxylic acid tert-butyl ester